anthraquinone-2-sulphonic acid C1=C(C=CC=2C(C3=CC=CC=C3C(C12)=O)=O)S(=O)(=O)O